2,6,4'-trihydroxy-4-methoxybenzophenone OC1=C(C(=O)C2=CC=C(C=C2)O)C(=CC(=C1)OC)O